4-((5-fluoro-2-((4-phenoxyphenyl)amino)pyrimidin-4-yl)amino)benzoyl-hydrazine FC=1C(=NC(=NC1)NC1=CC=C(C=C1)OC1=CC=CC=C1)NC1=CC=C(C(=O)NN)C=C1